C(CCCCCCCCCCCCCCC)(=O)N[C@@H](CO)[C@H](O)\C=C\CCCCCCCCCCCCC N-Palmitoyl-sphingosine